ClC1=CC=C(C=C1)C(C(=O)C1=CC=C(C=N1)NC(CC1=CC=C(C=C1)S(=O)(=O)CC)=O)(C)C N-[6-[2-(4-chlorophenyl)-2-methylpropanoyl]-3-pyridyl]-2-(4-ethylsulfonylphenyl)acetamide